C(#N)CCCCCCCCCCC[Si](Cl)(Cl)Cl 11-cyanoundecyl-trichlorosilane